N12CCN(C(CC1)CC2)C(=O)N2N=C(C1=C2CCOC1)C1=C(C(=CC=C1)C)F (1,4-diazabicyclo[3.2.2]nonan-4-yl)(3-(2-fluoro-3-methylphenyl)-6,7-dihydropyrano[4,3-c]pyrazol-1(4H)-yl)meth-anone